5-fluoro-2-[[(3S,4R)-3-methyl-4-piperidyl]amino]phenol FC=1C=CC(=C(C1)O)N[C@H]1[C@H](CNCC1)C